OCC(CO)=C 1,3-dihydroxy-2-methylenepropane